Cl.NC1=NC(=NC=N1)NC1=CC(=C2C(NC3(NN2C1=O)CCC3)=O)Cl 7'-((4-amino-1,3,5-triazin-2-yl)amino)-5'-chlorospiro[cyclobutane-1,2'-pyrido[2,1-f][1,2,4]triazine]-4',8'(1'H,3'H)-dione hydrochloride